CS(=O)(=O)[O-].C(C)[NH+]1CC(CCC1)C 1-ethyl-3-methylpiperidinium methanesulfonate